CN(C=1SC2=C(C=NC(=C2)C2=CC3=CN(N=C3C=C2)C)N1)C1CCNCC1 N-methyl-6-(2-methyl-2H-indazol-5-yl)-N-(piperidin-4-yl)[1,3]thiazolo[4,5-c]pyridin-2-amine